C(#N)C=1C(=NC(=NC1)NC=1C(=CC(=C(C1)NC(C=C)=O)OCCN(C)C)OC)C1=CN(C2=CC=CC=C12)C1CC1 N-(5-((5-Cyano-4-(1-cyclopropyl-1H-indol-3-yl)pyrimidin-2-yl)amino)-2-(2-(dimethylamino)ethoxy)-4-methoxyphenyl)acrylamide